[4-(benzyloxy)butoxy]propan-1-ol C(C1=CC=CC=C1)OCCCCOC(CC)O